FC[C@H]1N(C[C@@H](C1)O)C(=O)OC(C)(C)C tert-butyl (2s,4r)-2-(fluoromethyl)-4-hydroxypyrrolidine-1-carboxylate